N-((1-(4-(trifluoromethyl)-phenyl)-1,2,3,4-tetrahydro-quinolin-3-yl)methyl)-propiolamide FC(C1=CC=C(C=C1)N1CC(CC2=CC=CC=C12)CNC(C#C)=O)(F)F